CC=1C=C(C=CC2=CC(=C3C=CC=NC3=C2)C2(CC2)C2=C(C(=O)N)C=CC=C2)C=CC1 (1-(7-(3-methylstyryl)quinolin-5-yl)cyclopropyl)benzamide